methyl 2-((1-(2,7-dimethyl-1-oxo-3-(4-(2,2,2-trifluoroethyl)piperazin-1-yl)-1,2-dihydroisoquinolin-5-yl)-2-fluoroethyl)amino)benzoate CN1C(C2=CC(=CC(=C2C=C1N1CCN(CC1)CC(F)(F)F)C(CF)NC1=C(C(=O)OC)C=CC=C1)C)=O